5-bromo-3,4-dihydroxybenzaldehyde BrC=1C(=C(C=C(C=O)C1)O)O